2-((1S,4S,5R)-5-((5-cyclopropyl-3-(spiro[2.5]octan-6-yl)isoxazol-4-yl)methoxy)-2-azabicyclo[2.2.1]heptan-2-yl)-4-((R)-tetrahydrofuran-3-yl)benzo[d]thiazole-6-carboxylic acid C1(CC1)C1=C(C(=NO1)C1CCC2(CC2)CC1)CO[C@H]1[C@@H]2CN([C@H](C1)C2)C=2SC1=C(N2)C(=CC(=C1)C(=O)O)[C@@H]1COCC1